S(=O)(=O)(O)O.C(CCCCCCCCCCCCCCCCC)OCCCCCCCCCCCCCCCCCC stearyl ether sulfate salt